N-(4-(2-chloro-5-((4-hydroxy-4-methylpentyl)oxy)phenyl)pyridin-2-yl)-5-((2-fluorophenyl)(hydroxyl)methyl)-4H-1,2,4-triazole-3-carboxamide ClC1=C(C=C(C=C1)OCCCC(C)(C)O)C1=CC(=NC=C1)NC(=O)C1=NN=C(N1)C(O)C1=C(C=CC=C1)F